C(C)(C)(C)C1N([C@@H](CO[C@@H]1C(NC(C)(C)C1=C(C=C(C=C1)F)Cl)=O)CO[Si](C1=CC=CC=C1)(C1=CC=CC=C1)C(C)(C)C)C(=O)OC(CCC)C=1C=NC=CC1 1-(3-pyridyl)butanol tert-butyl-(2S,5S)-5-(((tert-butyldiphenylsilyl)oxy)methyl)-2-((2-(2-chloro-4-fluorophenyl)propan-2-yl)carbamoyl)morpholine-4-carboxylate